tert-butyl 4-((2-((5-(2,3-dihydrobenzo[b][1,4]dioxine-6-carboxamido)-2-fluorophenyl)carbamoyl)benzo[b]thiophen-6-yl)(hydroxy)methyl)piperidine-1-carboxylate O1C2=C(OCC1)C=C(C=C2)C(=O)NC=2C=CC(=C(C2)NC(=O)C2=CC1=C(S2)C=C(C=C1)C(C1CCN(CC1)C(=O)OC(C)(C)C)O)F